(+-)-9-[(3,3-dimethyl-2-oxiranyl)methoxy]-4-methoxy-7H-furo[3,2-g]chromen-7-one CC1([C@H](O1)COC=1C2=C(C(=C3C=CC(OC13)=O)OC)C=CO2)C |r|